[4-[[2-(4-methoxy-phenyl)imidazo[1,2-a]pyrazin-3-yl]amino]phenyl]-morpholin-4-ylmethanone COC1=CC=C(C=C1)C=1N=C2N(C=CN=C2)C1NC1=CC=C(C=C1)C(=O)N1CCOCC1